C(C1=CC=CC=C1)OC1=NN(C=C1C1=NC=CC(=C1)OC=1C=CC(=NC1)N)C 5-((2-(3-(benzyloxy)-1-methyl-1H-pyrazol-4-yl)pyridin-4-yl)oxy)pyridin-2-amine